(±)-trans-N-(8-amino-6-((S)-3-hydroxy-2-oxopyrrolidin-1-yl)isoquinolin-3-yl)-2-cyanocyclopropanecarboxamide NC=1C=C(C=C2C=C(N=CC12)NC(=O)[C@H]1[C@@H](C1)C#N)N1C([C@H](CC1)O)=O |r|